BrC1=C(SC=2C1=NC(=CC2N(C(OC(C)(C)C)=O)CC=2SC=CC2)Cl)C2N(CCCC2NC(=O)OC(C)(C)C)S(=O)C(C)(C)C tert-butyl (3-bromo-2-(3-((tert-butoxycarbonyl)amino)-1-(tert-butylsulfinyl)piperidin-2-yl)-5-chlorothieno[3,2-b]pyridin-7-yl)(thiophen-2-ylmethyl)carbamate